Tert-Butyl 4-(1,6-dimethyl-2,3-dioxo-2,3-dihydropyrido[2,3-b]pyrazin-4(1H)-yl)piperidin-1-Carboxylate CN1C2=C(N(C(C1=O)=O)C1CCN(CC1)C(=O)OC(C)(C)C)N=C(C=C2)C